CN[C@@H]1COC2=C1C=CC(=C2)N2C=NC(=C2)C (S)-N-methyl-6-(4-methyl-1H-imidazol-1-yl)-2,3-dihydrobenzofuran-3-amine